ClC1=NC=2N(C(=C1)N[C@H](C)C1=C(C=C(C=C1)F)Cl)N=CN2 (R)-5-chloro-N-(1-(2-chloro-4-fluorophenyl)ethyl)-[1,2,4]triazolo[1,5-a]pyrimidin-7-amine